ethyl 2,6-dimethyl-1-oxo-indan-2-carboxylate CC1(C(C2=CC(=CC=C2C1)C)=O)C(=O)OCC